ClC=1C(=CC(=C(C1)N(C(=O)[C@H]1N(C([C@H]([C@H]1O)O)=O)C1=CC(=C2C(=N1)C=CO2)C(F)(F)F)C([2H])([2H])[2H])F)F (2S,3S,4S)-N-(5-chloro-2,4-difluorophenyl)-3,4-dihydroxy-N-(methyl-d3)-5-oxo-1-(7-(trifluoromethyl)furo[3,2-b]pyridin-5-yl)pyrrolidin-2-amide